5-((diethoxyphosphoryl)fluoromethyl)benzo[b]thiophene-2-carboxylic acid allyl ester C(C=C)OC(=O)C1=CC2=C(S1)C=CC(=C2)C(F)P(=O)(OCC)OCC